(benzofuran-3-yl)-1-(R)-(2-cyanophenylsulphonamido)ethylboronic acid O1C=C(C2=C1C=CC=C2)C[C@H](NS(=O)(=O)C2=C(C=CC=C2)C#N)B(O)O